Propargyl 1H-imidazole-1-carboxylate N1(C=NC=C1)C(=O)OCC#C